The molecule is a flavone C-glycoside that is luteolin in which the hydrogen at position 2 has been replaced by a beta-D-glucosyl-(1->2)-alpha-L-arabinosyl residue. It has a role as a plant metabolite. It is a disaccharide derivative, a tetrahydroxyflavone, a polyphenol and a flavone C-glycoside. It derives from a luteolin. C1[C@@H]([C@@H]([C@H]([C@@H](O1)C2=C(C3=C(C=C2O)OC(=CC3=O)C4=CC(=C(C=C4)O)O)O)O[C@H]5[C@@H]([C@H]([C@@H]([C@H](O5)CO)O)O)O)O)O